3-fluoro-N-(2-methylquinolin-8-yl)-4-(oxetan-3-yloxy)benzamide FC=1C=C(C(=O)NC=2C=CC=C3C=CC(=NC23)C)C=CC1OC1COC1